N-(2,6-difluoro-4-((3-(2-(((3S,5S)-5-fluoropiperidin-3-yl)amino)pyrimidin-4-yl)pyridin-2-yl)oxy)-3-methylphenyl)-1-(2,6-difluorophenyl)methanesulfonamide FC1=C(C(=CC(=C1C)OC1=NC=CC=C1C1=NC(=NC=C1)N[C@@H]1CNC[C@H](C1)F)F)NS(=O)(=O)CC1=C(C=CC=C1F)F